methyl 4-ethyl-2-(trifluoromethyl)pyridine-3-carboxylate C(C)C1=C(C(=NC=C1)C(F)(F)F)C(=O)OC